CN(C1C[C@H]2CC[C@@H](C1)N2)C=2N=NC(=CC2)C2=C1C=NNC1=C(C=C2)N2N=CC=C2 (1R,5S)-N-methyl-N-[6-(7-pyrazol-1-yl-1H-indazol-4-yl)pyridazin-3-yl]-8-azabicyclo[3.2.1]octan-3-amine